BrC=1N(C2=NC(=NC=C2N1)Cl)CC1=CC=C(C=C1)C=1N(C=C(N1)C(F)(F)F)C(C)C 8-bromo-2-chloro-9-(4-(1-isopropyl-4-(trifluoromethyl)-1H-imidazol-2-yl)benzyl)-9H-purine